C(C)(=O)N1CCC(CC1)NCC1=C(C(=NC=C1)NC=1C(=C(C=CC1)C1=C(C(=NC=C1)C1=CC(=C(CNC[C@@H]2CCC(N2)=O)C=C1)OC(F)F)Cl)C)F (S)-5-(((4-(4-(3-((4-(((1-acetylpiperidin-4-yl)amino)methyl)-3-fluoropyridin-2-yl)amino)-2-methylphenyl)-3-chloropyridin-2-yl)-2-(difluoromethoxy)benzyl)amino)methyl)pyrrolidin-2-one